Tert-butyl 2'-methyl-4'-oxohexahydro-4'H,8'H-spiro[cyclopropane-1,3'-pyrazino[1,2-a]pyrazine]-8'-carboxylate CN1CC2N(C(C13CC3)=O)CCN(C2)C(=O)OC(C)(C)C